C1(CC1)C=1C(=NC2=CC=CC=C2N1)C=1C=C2CN(C(C2=CC1)=O)C1C(NC(CC1)=O)=O 3-(5-(3-cyclopropylquinoxalin-2-yl)-1-oxoisoindolin-2-yl)piperidine-2,6-dione